(1s,3s)-3-{[2-(pyridin-4-yl)pyrido[3,4-d]pyrimidin-4-yl]amino}cyclobutane-1-carboxylic acid N1=CC=C(C=C1)C=1N=C(C2=C(N1)C=NC=C2)NC2CC(C2)C(=O)O